3-benzylidene-6-((5-methyl-1-benzylimidazol-4-yl)methylene)piperazine-2,5-dione C(C1=CC=CC=C1)=C1C(NC(C(N1)=O)=CC=1N=CN(C1C)CC1=CC=CC=C1)=O